4-[4-(4-methylphenyl)-2-thiazolyl]-2-propanyl-pyridine, hydrobromide Br.CC1=CC=C(C=C1)C=1N=C(SC1)C1=CC(=NC=C1)CCC